[methyl(methylsulfonyl)-amino]benzamide CN(S(=O)(=O)C)C1=C(C(=O)N)C=CC=C1